4-vinyl-isoxazole C(=C)C=1C=NOC1